ethyl-3-aminopropyl-methyldimethoxysilane C(C)CO[Si](OC)(C)CCCN